3-ethyl-1-(oxetan-3-yl)-6-(2-(2-(trifluoromethyl)pyridin-4-yl)-2,6-diazaspiro[3.4]octan-6-yl)-1H-pyrazolo[3,4-b]pyrazine C(C)C1=NN(C2=NC(=CN=C21)N2CC1(CN(C1)C1=CC(=NC=C1)C(F)(F)F)CC2)C2COC2